CC(CN1C(NC(C1)=O)=O)C(=O)N1C[C@@H](N(CC1)C1=CC(=CC=C1)C=1C=NNC1)C (2-methyl-3-[(3S)-3-methyl-4-[3-(1H-pyrazol-4-yl)phenyl]piperazin-1-yl]-3-oxo-propyl)imidazolidine-2,4-dione